C(C)(=O)NC1=CN(C2=CC=C(C=C12)B1OC(C(O1)(C)C)(C)C)C(=O)OC(C)(C)C tert-Butyl 3-acetamido-5-(4,4,5,5-tetramethyl-1,3,2-dioxaborolan-2-yl)indole-1-carboxylate